2-[6-[2-(fluoromethyl)morpholin-4-yl]pyridazin-3-yl]-3,5-dimethyl-phenol FCC1CN(CCO1)C1=CC=C(N=N1)C1=C(C=C(C=C1C)C)O